(1R,2S,5R)-2-isopropyl-5-methylcyclohexyl-2-bromobenzoate C(C)(C)[C@H]1[C@@H](C[C@@H](CC1)C)OC(C1=C(C=CC=C1)Br)=O